3-{[(3S,4S)-3-fluoro-2,2,6,6-tetramethylpiperidin-4-yl]amino}-1,2,4-triazin F[C@@H]1C(NC(C[C@@H]1NC=1N=NC=CN1)(C)C)(C)C